C(=O)(O)C=1C=C(C=CC1[N+](=O)[O-])SSC=1C=CC(=C(C(=O)O)C1)[N+](=O)[O-] 5-[(3-carboxy-4-nitrophenyl)disulfanyl]-2-nitrobenzoic acid